COC([C@@H](CCCCNC(=O)OC(C)(C)C)NC([C@@H](CCC(NC(C1=CC=CC=C1)(C1=CC=CC=C1)C1=CC=CC=C1)=O)NC([C@@H](CC1=CC=CC=C1)N)=O)=O)=O (2R)-2-[[(2R)-2-[[(2R)-2-amino-3-phenyl-propionyl]amino]-5-oxo-5-(tritylamino)pentanoyl]amino]-6-(tert-butoxycarbonylamino)hexanoic acid methyl ester